ClC=1C=C(C=CC1F)NC(=O)[C@@H]1CN(CC1)C(=O)C=1NC(=CC1)C (S)-N-(3-chloro-4-fluorophenyl)-1-(5-methyl-1H-pyrrole-2-carbonyl)pyrrolidine-3-carboxamide